N[C@@H]1C2=CC=CC=C2CC12CCN(CC2)C=2NC(C1=C(N2)NC=C1C(=C)C1=CC(=CC=C1)OC)=O (S)-2-(1-amino-1,3-dihydro-spiro[indene-2,4'-piperidin]-1'-yl)-5-(1-(3-methoxyphenyl)vinyl)-3,7-dihydro-4H-pyrrolo[2,3-d]pyrimidin-4-one